4-hexyloxyphenyl-2,4-diethoxyphenyl-iodonium tetrafluoroborate F[B-](F)(F)F.C(CCCCC)OC1=CC=C(C=C1)[I+]C1=C(C=C(C=C1)OCC)OCC